Triptane sodium [Na].CC(C)(C)C(C)C